Methyl 3,3-dimethyl-5-oxopyrrolidine-2-carboxylate CC1(C(NC(C1)=O)C(=O)OC)C